6-chloro-4,4-difluoro-3-hydroxy-3,4-dihydro-isoquinolin-1(2H)-one ClC=1C=C2C(C(NC(C2=CC1)=O)O)(F)F